CC1=C(C=CC(=N1)C#N)C=1C=NC=2CCN(CC2C1)C=1C(=CC=2N(N1)C(C=CN2)=O)C 6-methyl-5-(6-(8-methyl-4-oxo-4H-pyrimido[1,2-b]pyridazin-7-yl)-5,6,7,8-tetrahydro-1,6-naphthyridin-3-yl)picolinonitrile